1-(4-cyano-phenoxymethyl)-but-2-enyl methylsulfonate CS(=O)(=O)OC(C=CC)COC1=CC=C(C=C1)C#N